NC(CC(=O)O)C(=O)C 3-Aminolevulinic acid